CC1(CN(CCN1S(=O)(=O)C)C=1C=C2C=NN(C2=CC1)C1=CC=C(C=C1)F)C 5-(3,3-dimethyl-4-(methylsulfonyl)piperazin-1-yl)-1-(4-fluorophenyl)-1H-indazole